furfurylacrylate C(C1=CC=CO1)OC(C=C)=O